spiro[cyclohexane-1,2'-cyclopenta[d][1,3]dioxol]-4'-ol O1C2(OC3C1=CC=C3O)CCCCC2